C1=CC=CC=2C3=CC=CC=C3C(C12)COC(=O)N[C@H](C(=O)O)CC1=CC=C(C=C1)OC1CCN(CC1)C(=O)OC(C)(C)C (S)-2-((((9H-fluoren-9-yl)methoxy)carbonyl)amino)-3-(4-((1-(tert-butoxycarbonyl)piperidin-4-yl)oxy)phenyl)propanoic acid